C(C1=CC=CC=C1)N1CCC(=C(C1)C1=NC=CC(=C1)CC1=CC(=CC=C1)OC)CC 2-(1-benzyl-4-ethyl-3,6-dihydro-2H-pyridin-5-yl)-4-[(3-methoxyphenyl)methyl]pyridine